THIAIODINIUM [SH+]1[IH]C=CC=C1